dispiro[adamantane-2,3'-[1,2,4,5]tetraoxane-6',1''-cyclohexan]-3''-ol C12(CC(CCC1)O)OOC1(OO2)C2CC3CC(CC1C3)C2